C(C)(C)NC(C1=CN=C(C=C1)COC1=NN2C(C3=CC=CC=C13)=NN=C2C2=NOC(=C2)COC)=O N-isoPropyl-6-[3-(5-methoxymethyl-isoxazol-3-yl)-[1,2,4]Triazolo[3,4-a]Phthalazin-6-yloxymethyl]Nicotinamide